FC(C(CC(=O)OCC)=O)(C)F ethyl 4,4-difluoro-3-oxo-pentanoate